ClC1=CC=C(C=C1)[C@@]1(N(C(C2=CC(=CC=C12)C(CN1CCNCCC1)(C)O)=O)CC1=NC=C(C=C1)Cl)OC (3R)-3-(4-chlorophenyl)-2-[(5-chloropyridin-2-yl)methyl]-6-[1-(1,4-diazepan-1-yl)-2-hydroxypropan-2-yl]-3-methoxy-2,3-dihydro-1H-isoindol-1-one